NC12CNCCNCC(CNCCNC1)(CNCCNC2)N 1,8-Diamino-3,6,10,13,16,19-hexaazabicyclo[6.6.6]-eicosane